(1,3-dioxoisoindolin-2-yl)-potassium O=C1N(C(C2=CC=CC=C12)=O)[K]